(1-(N-(2-(Dinonylamino) ethyl)-N-nonylglycyl) pyrrolidin-3-yl) methyldinonylglycinate CC(N(CCCCCCCCC)CCCCCCCCC)C(=O)OC1CN(CC1)C(CN(CCCCCCCCC)CCN(CCCCCCCCC)CCCCCCCCC)=O